CN1C=NC(=C2N=CN=C12)N L-3-methyladenine